3-[(tert-butyldimethylsilyl)oxy]-2-[6-(2,5-dichloropyrimidin-4-yl)-1-oxo-2,3-dihydro-1H-isoindol-2-yl]propanoic acid [Si](C)(C)(C(C)(C)C)OCC(C(=O)O)N1C(C2=CC(=CC=C2C1)C1=NC(=NC=C1Cl)Cl)=O